C(N)(OC(CC1CCN(CC1)C1=NC=C(C(=C1C#N)C1=CC(=C(C=C1)C#N)F)C1=CC(=C(C=C1)N)OCC1=CC=CC=C1)(C)C)=O (1-(5-(4-Amino-3-(benzyloxy)phenyl)-3-cyano-4-(4-cyano-3-fluorophenyl)pyridin-2-yl)piperidine-4-yl)tert-butyl carbamate